C(#N)C(C)N1N=C(C=C1)OC1CC1 1-(1-cyanoethyl)-3-cyclopropoxy-1H-pyrazol